N-(4-(((2S,4R)-2-methyl-1-propionyl-1,2,3,4-tetrahydroquinolin-4-yl)amino)phenyl)-2-(3-(4-(2-(4-methyl-3-oxopiperazin-1-yl)ethoxy)phenyl)ureido)acetamide C[C@@H]1N(C2=CC=CC=C2[C@@H](C1)NC1=CC=C(C=C1)NC(CNC(=O)NC1=CC=C(C=C1)OCCN1CC(N(CC1)C)=O)=O)C(CC)=O